N,N-dibenzyl-cyclohexanecarboxamide C(C1=CC=CC=C1)N(C(=O)C1CCCCC1)CC1=CC=CC=C1